C1(CCCCC1)[C@@H]1N(C[C@H](CC1)C)C(C(=O)NC=1C=C(C=NC1)C(=O)N)=O 5-[[2-[(2R,5S)-2-cyclohexyl-5-methyl-1-piperidyl]-2-oxo-acetyl]amino]pyridine-3-carboxamide